C1(CC1)COC1=CC=C(C2=CN(N=C12)C)C1=CC(=C(CN2C(C3=NC=CC=C3C2=O)([2H])[2H])C(=C1)F)F 6-(4-(7-(cyclopropylmethoxy)-2-methyl-2H-indazol-4-yl)-2,6-difluorobenzyl)-6,7-dihydro-5H-pyrrolo[3,4-b]pyridin-5-one-7,7-d2